O-Methyl-isourea COC(N)=N